ClC1=C(C(=O)NC2=CC=NN2C)C=CC=C1 5-(2-chlorobenzamido)-1-methyl-1H-pyrazol